(1-(2-methoxyethyl)azetidin-3-yl)isonicotinamide COCCN1CC(C1)C1=C(C(=O)N)C=CN=C1